methyl (R)-6-chloro-3-((1-(2-(2-chlorophenyl)-3,6-dimethyl-4-oxo-3,4-dihydroquinazolin-8-yl)ethyl)amino)picolinate ClC1=CC=C(C(=N1)C(=O)OC)N[C@H](C)C=1C=C(C=C2C(N(C(=NC12)C1=C(C=CC=C1)Cl)C)=O)C